ClC1=CN=C(C(N1C)=O)C 6-chloro-1,3-dimethylpyrazin-2-one